C(C)(C)(C)[Si](C)(C)OCC1=CC(=CC=C1)I Tert-butyl[(3-iodophenyl)methoxy]dimethylsilane